3,5-difluorophenyl azide FC=1C=C(C=C(C1)F)N=[N+]=[N-]